FC=1C(=CC=2C3=C(NC(C2C1)=O)COCC3N(C(=O)C=3NC1=CC=C(C=C1C3)F)C)F N-(8,9-difluoro-6-oxo-1,4,5,6-tetrahydro-2H-pyrano[3,4-c]isoquinolin-1-yl)-5-fluoro-N-methyl-1H-indole-2-carboxamide